5-(3-(cyanomethyl)-4-((8-methyl-6-oxo-7-(trifluoromethyl)-5,6-dihydro-1,5-naphthyridin-3-yl)methyl)piperazin-1-yl)-N-methylpyridineamide C(#N)CC1CN(CCN1CC=1C=NC=2C(=C(C(NC2C1)=O)C(F)(F)F)C)C=1C=CC(=NC1)C(=O)NC